ClC=1C=C(C=C(C1)Cl)C=1C=C2CCC(C2=CC1)NC(O[C@@H]1CN2CCC1CC2)=O (S)-quinuclidin-3-yl (5-(3,5-dichlorophenyl)-2,3-dihydro-1H-inden-1-yl)carbamate